C1(=CC=CC=C1)S(=O)(=O)N1C2=NC=C3N(C(N(C3=C2C=C1C=1C(=NN(C1)C)F)C1CC(C1)O[Si](C)(C)C(C)(C)C)=O)C 10-(Benzenesulfonyl)-3-[3-[tert-butyl(dimethyl)silyl]oxycyclobutyl]-11-(3-fluoro-1-methyl-pyrazol-4-yl)-5-methyl-3,5,8,10-tetrazatricyclo[7.3.0.02,6]dodeca-1,6,8,11-tetraen-4-one